3-(1h-indol-3-yl)-2-[4-(4-phenyl-piperidin-1-yl)-benzenesulfonylamino]-propionic acid N1C=C(C2=CC=CC=C12)CC(C(=O)O)NS(=O)(=O)C1=CC=C(C=C1)N1CCC(CC1)C1=CC=CC=C1